ClC1=C(C(=C(C=C1OC)OC)Cl)C1CCC=2C(=NNC2C1)C(=O)OCC Ethyl 6-(2,6-dichloro-3,5-dimethoxyphenyl)-4,5,6,7-tetrahydro-1H-indazole-3-carboxylate